5-bromo-1-[(4-methoxyphenyl)methyl]-4-methyl-3,6-dihydro-2H-pyridine BrC1=C(CCN(C1)CC1=CC=C(C=C1)OC)C